N-(2-methylpropyl)-amid CC(C[NH-])C